C(=O)(O)[C@H]([C@H](C(=O)[O-])O)O.C(#N)[C@H]1N([C@H]2C[C@H]2C1)C([C@@H]([NH3+])C12CC3(C[C@@H](CC(C1)C3)C2)OCCOCCN2CCOCC2)=O (1S)-2-((1S,3S,5S)-3-cyano-2-azabicyclo[3.1.0]hexan-2-yl)-1-((1S,3R,5S)-3-(2-(2-morpholinoethoxy)ethoxy)adamantan-1-yl)-2-oxoethan-1-aminium (2R,3S)-3-carboxy-2,3-dihydroxypropanoate